3-[1-(piperidin-3-yl)propan-2-yl]-2-(trifluoromethyl)pyridine hydrochloride Cl.N1CC(CCC1)CC(C)C=1C(=NC=CC1)C(F)(F)F